5-methoxypentanoic acid tert-butyl ester C(C)(C)(C)OC(CCCCOC)=O